OC1=C(NC2=CC=CC=C12)O DIHYDROXY-INDOLE